ethyl 5-carbamoyl-4-(5-cyanothiophen-2-yl)-2-(4-fluorophenethyl)-6-isobutylnicotinate C(N)(=O)C=1C(=NC(=C(C(=O)OCC)C1C=1SC(=CC1)C#N)CCC1=CC=C(C=C1)F)CC(C)C